[Ru+2].ClC1=C(CCC=CCC1)Cl dichloro(cycloocta-1,5-diene) ruthenium (II)